N-fluorenylmethoxycarbonyl-1,2-diaminoethane hydrochloride Cl.C1(=CC=CC=2C3=CC=CC=C3CC12)COC(=O)NCCN